COC(C1=CC(=CC(=C1)F)C=1C=NSC1CC)=O.C(CCCCC)C1=C(C=C)C=CC=C1 2-hexyl-styrene methyl-3-(5-ethylisothiazol-4-yl)-5-fluorobenzoate